cis-9-bromo-6-(4-bromophenyl)-10b-methyl-4a-(2,2,2-trifluoroethyl)-1,2,3,4,4a,10b-hexahydrophenanthridine BrC1=CC=C2C(=N[C@]3(CCCC[C@]3(C2=C1)C)CC(F)(F)F)C1=CC=C(C=C1)Br